C(CCC)OS([O-])(=O)=O monon-butylsulfurate